4-methylpiperazine-1-carboxylic acid [(2s,3s,4E,6r,7s,10r)-2-[(E)-1-[1-(cyanomethyl)-4-fluoroindazol-6-yl] prop-1-en-2-yl]-10-hydroxy-3,7-dimethyl-12-oxo-1-oxododeca-4-en-6-yl] ester C(#N)CN1N=CC2=C(C=C(C=C12)\C=C(/C)\[C@@H](C=O)[C@H](\C=C\[C@@H]([C@H](CC[C@H](CC=O)O)C)OC(=O)N1CCN(CC1)C)C)F